5-(3,4-Difluorophenyl)-1,3,3,5,7-pentamethyloctahydrobenzo[c]isoxazol FC=1C=C(C=CC1F)C1(CC2C(N(OC2(C)C)C)C(C1)C)C